N-(5-(4-(2,7-diazaspiro[3.5]non-7-yl)quinazolin-6-yl)-2-methoxypyridin-3-yl)-4-Fluorobenzenesulfonamide trifluoroacetate FC(C(=O)O)(F)F.C1NCC12CCN(CC2)C2=NC=NC1=CC=C(C=C21)C=2C=C(C(=NC2)OC)NS(=O)(=O)C2=CC=C(C=C2)F